Cl.BrC1=CC=C(OCC2CNC2)C=C1 3-((4-bromophenoxy)methyl)azetidine hydrochloride salt